C(C(C)C)[C@@H]1C(N2[C@@H](N(O1)C(\C=C\C1=NC=CC=C1)=O)CN(C([C@@H]2CC(C)C)=O)CCC(=O)NC=2SC=CN2)=O 3-((3r,6s,9as)-3,6-diisobutyl-4,7-dioxo-1-((E)-3-(pyridin-2-yl)acryloyl)hexahydropyrazino[2,1-c][1,2,4]oxadiazin-8(1H)-yl)-N-(thiazol-2-yl)propionamide